FC1=C(C(=C(C(=C1[B-](C1=C(C(=C(C(=C1F)F)F)F)F)(C1=C(C(=C(C(=C1F)F)F)F)F)C1=C(C(=C(C(=C1F)F)F)F)F)F)F)F)F.[IH2+] iodonium tetrakis(pentafluorophenyl)borate